Dibutyltin dioleate C(CCCCCCC\C=C/CCCCCCCC)(=O)[O-].C(CCCCCCC\C=C/CCCCCCCC)(=O)[O-].C(CCC)[Sn+2]CCCC